COC1=C(C=CC=C1OC)C1=NC=CC=C1 (2,3-dimethoxyphenyl)pyridin